1-(2-bromoethyl)-4-(difluoromethoxy)benzene BrCCC1=CC=C(C=C1)OC(F)F